ethyl (R)-2-(methoxymethyl)-3-oxobutanoate COC[C@@H](C(=O)OCC)C(C)=O